C1(CCC(N1NC(NN1C(CCC1=O)=O)=O)=O)=O disuccinimidyl-urea